4-(1-(4-bromo-2-chlorobenzyl)-1H-indazol-3-yl)benzoyl-hydrazine tripropenyl-trimellitate C(=CC)C=1C(=C(C(=C(C1C(=O)O)C(=O)O)C=CC)C(=O)O)C=CC.BrC1=CC(=C(CN2N=C(C3=CC=CC=C23)C2=CC=C(C(=O)NN)C=C2)C=C1)Cl